4-{[(3R,4R)-1-(cyanoacetyl)-4-methylpyrrolidin-3-yl]methoxy}-6-(propan-2-yloxy)quinoline-7-carboxamide C(#N)CC(=O)N1C[C@@H]([C@H](C1)C)COC1=CC=NC2=CC(=C(C=C12)OC(C)C)C(=O)N